(S)-tert-butyl-4-((S)-1-hydroxyhex-4-en-3-yl)-2,2-dimethyloxazolidine C(C)(C)(C)N1C(OC[C@@H]1[C@@H](CCO)C=CC)(C)C